methyl (S)-6-chloro-4-((1-fluoropropan-2-yl)amino)nicotinate ClC1=NC=C(C(=O)OC)C(=C1)N[C@H](CF)C